5-bromo-1-(methyl-d3)-1,3-dihydrobenzo[c]isothiazole 2,2-dioxide BrC1=CC2=C(N(S(C2)(=O)=O)C([2H])([2H])[2H])C=C1